Triethylammonium (Z)-3-fluoro-4-hydroxybut-2-en-1-yl-phosphate F\C(=C/COP(=O)([O-])[O-])\CO.C(C)[NH+](CC)CC.C(C)[NH+](CC)CC